2-(((1r,4r)-4-((5-(1-methyl-1H-benzo[d][1,2,3]triazol-6-yl)-7H-pyrrolo[2,3-d]pyrimidin-2-yl)amino)cyclohexyl)oxy)ethan-1-ol CN1N=NC2=C1C=C(C=C2)C2=CNC=1N=C(N=CC12)NC1CCC(CC1)OCCO